CN1N=C(C(=C1)C1=NC=CC(=N1)NC=1N=CC2=C(C=C(C(=C2C1)C(C)C)F)N1[C@@H]([C@H](C1)CS(=O)(=O)C)C)C N-(2-(1,3-dimethyl-1H-pyrazol-4-yl)pyrimidin-4-yl)-6-fluoro-5-isopropyl-8-((2R,3S)-2-methyl-3-((methylsulfonyl)methyl)azetidin-1-yl)isoquinolin-3-amine